Cl.COC(C(C(CC1=CC=CC=C1)NC([C@H](CC1CC1)N)=O)O)=O 3-((S)-2-amino-3-cyclopropylpropionamido)-2-hydroxy-4-phenylbutyric acid methyl ester Hydrochloride